4-(3-tolylthio)benzoborole C1(=CC(=CC=C1)SC1=CC=CC2=C1C=CB2)C